benzyltrimethylammonium 2-hydroxy-1,1-difluoroethanesulfonate OCC(S(=O)(=O)[O-])(F)F.C(C1=CC=CC=C1)[N+](C)(C)C